1-(2-(azetidin-1-yl)pyrimidin-5-yl)-3-(1-(5-fluoro-3-methylbenzofuran-2-yl)-2-methylpropyl)urea N1(CCC1)C1=NC=C(C=N1)NC(=O)NC(C(C)C)C=1OC2=C(C1C)C=C(C=C2)F